2-(2-methoxyphenyl)-6-morpholino-4H-pyran-4-one COC1=C(C=CC=C1)C=1OC(=CC(C1)=O)N1CCOCC1